tert-Butyl 4-(1-(2-cyanopyrimidin-4-yl)ethyl)piperidine-1-carboxylate C(#N)C1=NC=CC(=N1)C(C)C1CCN(CC1)C(=O)OC(C)(C)C